1-(2-bromophenyl)dihydropyrimidine-2,4(1H,3H)-dione BrC1=C(C=CC=C1)N1C(NC(CC1)=O)=O